N[C@@H](C(C)C)C(=O)O[C@@H]1C[C@@H](CC1)C1=CC(=NN1)NC(CC1=CC(=NO1)C)=O (1S,3R)-3-(3-(2-(3-methylisoxazol-5-yl)acetamido)-1H-pyrazol-5-yl)cyclopentyl L-valinate